3-iodo-1-(4-methoxybenzyl)-4-(4-nitrophenoxy)-1H-pyrazolo[3,4-b]pyridine IC1=NN(C2=NC=CC(=C21)OC2=CC=C(C=C2)[N+](=O)[O-])CC2=CC=C(C=C2)OC